FC1(C(N(C2=C(O1)C=C(C(=C2)C2=C(C(=C(C=C2F)F)F)F)F)[C@@H](C(=O)OC)C)=O)F methyl (2R)-2-(2,2,7-trifluoro-3-oxo-6-(2,3,4,6-tetrafluorophenyl)-2,3-dihydro-4H-benzo[b][1,4]oxazin-4-yl)propanoate